OC1=C(C=CC=C1)C1=NC=CC=C1.OC1=C(C=CC=C1)C1=NC=CC=C1.[Be] beryllium bis(2-hydroxyphenylpyridine)